2-Phenyl-[1,3]-dioxan-4,6-dion C1(=CC=CC=C1)C1OC(CC(O1)=O)=O